Cl.CC=1C=C(C=C2C(NC(=NC12)C1=CC=2N(C=N1)C=CC2)=O)OCCCC2=CC=NC=C2 8-methyl-6-(3-pyridin-4-yl-propoxy)-2-pyrrolo[1,2-c]pyrimidin-3-yl-3H-quinazolin-4-one hydrochloride